C1=NC=CC2=CC(=CC=C12)N(C1CCN(CC1)CC(=O)N1[C@@H](CCC1)C#N)C (2S)-1-(2-(4-(isoquinolin-6-yl-(methyl)amino)piperidin-1-yl)acetyl)pyrrolidine-2-carbonitrile